O1N=C(N=C1)C1=CC(=C2C=NNC2=C1)NCCCNC(CCNCC1=CC(=C(C=C1)OC(F)(F)F)Cl)=O N-(3-((6-(1,2,4-oxadiazol-3-yl)-1H-indazol-4-yl)amino)propyl)-3-((3-chloro-4-(trifluoromethoxy)benzyl)amino)propanamide